CNCCC1=CC=CC=N1 The molecule is an aminoalkylpyridine that is pyridine substituted by a 2-(methylamino)ethyl group at position 2. It acts as a histamine agonist and a vasodilator, and is thought to improve the microcirculation of the labyrinth, resulting in reduced endolymphatic pressure. It is used (generally as the hydrochloride or mesylate salt) to reduce the symptoms of vertigo, tinnitus, and hearing loss associated with Meniere's disease. It has a role as a vasodilator agent and a H1-receptor agonist. It is an aminoalkylpyridine and a secondary amino compound.